COC=1C=C(C=CC1N1CCC(CC1)NC)NC=1N=C(C2=C(N1)SC=C2C)NC2=CC=CC(=N2)C(C)(C)O 2-(6-((2-((3-methoxy-4-(4-(methylamino)piperidin-1-yl)phenyl)amino)-5-methylthieno[2,3-d]pyrimidin-4-yl)amino)pyridin-2-yl)propan-2-ol